C1(CC1)C=1C(=NN(C(C1)=O)[C@H](C(=O)O)CC(C)C)CCN1CC(C1)OC (S)-2-(4-cyclopropyl-3-(2-(3-methoxyazetidin-1-yl)ethyl)-6-oxopyridazin-1(6H)-yl)-4-methylpentanoic acid